2-{3-[3-(methylamino)pyrrolidin-1-yl]-1,2,4-triazin-6-yl}-5-(pyrimidin-2-yl)phenol CNC1CN(CC1)C=1N=NC(=CN1)C1=C(C=C(C=C1)C1=NC=CC=N1)O